C1(CCCCC1)NCC(C)N N1-cyclohexylpropane-1,2-diamine